N1CC(C1)COC=1C=C(C(=O)NC2=CC=C(C=C2)S(=O)(=O)N2CCN(CC2)C2=NC(=CC(=C2)C(F)(F)F)Cl)C=CC1 3-(Azetidin-3-ylmethoxy)-N-[4-[4-[6-chloro-4-(trifluoromethyl)-2-pyridyl]piperazin-1-yl]sulfonylphenyl]benzamide